CC(CN(CC1OC1)CC(C)C)C bis(2-methylpropyl)[(oxiran-2-yl)methyl]amine